C[SiH](C1=CC=CC2=CC(=CC=C12)[SiH](C)C)C 1,6-bis(dimethylsilyl)naphthalene